1-{1-[2-(2,6-dioxopiperidin-3-yl)-1,3-dioxo-2,3-dihydro-1H-isoindol-5-yl]piperidin-4-yl}azetidine-3-carboxylic acid hydrochloride Cl.O=C1NC(CCC1N1C(C2=CC=C(C=C2C1=O)N1CCC(CC1)N1CC(C1)C(=O)O)=O)=O